CC=1C(=CC=2N(C1)N=CN2)NC2=NC=C1NC(N(C1=N2)C2CCOCC2)=O 2-((6-methyl-[1,2,4]triazolo[1,5-a]pyridin-7-yl)amino)-9-(Tetrahydro-2H-pyran-4-yl)-7,9-dihydro-8H-purin-8-one